N-(6-(5-(hydroxymethyl)benzothiazol-4-yl)imidazo[1,2-a]pyridin-2-yl)cyclopropanecarboxamide OCC=1C=CC2=C(N=CS2)C1C=1C=CC=2N(C1)C=C(N2)NC(=O)C2CC2